2-(((2s,4s,6s)-6-((6-chloro-4-fluorobenzo[d]thiazol-2-yl)amino)spiro[3.3]heptan-2-yl)oxy)nicotinamide ClC1=CC2=C(N=C(S2)NC2CC3(CC(C3)OC3=C(C(=O)N)C=CC=N3)C2)C(=C1)F